C1(CCC1)C=1C(=C(C(=O)O)C=C(C1)I)C cyclobutyl-5-iodo-2-methylbenzoic acid